2-(1,2-diphenylethyl)malononitrile C1(=CC=CC=C1)C(CC1=CC=CC=C1)C(C#N)C#N